FC(C(=O)O)(F)F.FC(C(=O)O)(F)F.NC1=CC=C(C=C1)S(=O)(=O)NOCCN1CCN(CC1)C 4-Amino-N-(2-(4-methylpiperazin-1-yl)ethoxy)benzenesulfonamide, di-trifluoroacetate salt